N4-(1-ethylpropyl)-N2-(1-hydroxy-3,3-dimethyl-2,1-benzoxaborole-5-yl)-5-methyl-pyrimidine-2,4-diamine C(C)C(CC)NC1=NC(=NC=C1C)NC=1C=CC2=C(C(OB2O)(C)C)C1